n-tetradecaneOne CC(CCCCCCCCCCCC)=O